CC(C[C@H]1CC[C@H]2[C@@](O1)(C[C@@H](O2)\C=C\S(=O)(=O)C2=CC=CC=C2)CO)=C=C ((2R,3aR,5R,7aS)-5-(2-methylbut-2,3-dien-1-yl)-2-((E)-2-(phenylsulfonyl)ethenyl)hexahydro-3aH-furo[3,2-b]Pyran-3a-yl)methanol